((6-((dimethylamino)methyl)-5-((1R,3S)-3-hydroxycyclopentyl)pyridin-2-yl)amino)-4-(7-fluoroimidazo[1,2-a]pyridin-3-yl)isoindolin-1-one CN(C)CC1=C(C=CC(=N1)NN1C(C2=CC=CC(=C2C1)C1=CN=C2N1C=CC(=C2)F)=O)[C@H]2C[C@H](CC2)O